5-BORONOFURAN-3-CARBOXYLIC ACID B(O)(O)C1=CC(=CO1)C(=O)O